BrC(C)C1=C2C=C(N(C(C2=CC(=C1)C)=O)C)Cl 5-(1-bromoethyl)-3-chloro-2,7-dimethylisoquinolin-1(2H)-one